COC1=CC=2C(=C3C(=NC2C=C1OCCCN1CCCC1)CCC3(C)C)NCCOC 7-methoxy-N-(2-methoxyethyl)-1,1-dimethyl-6-[3-(pyrrolidin-1-yl)propoxy]-1H,2H,3H-cyclopenta[b]quinolin-9-amine